(2S,5R)-5-(2-chlorophenyl)-1-(4-(3,6-dimethoxypyridazin-4-yl)benzoyl)pyrrolidine-2-carboxylic acid ClC1=C(C=CC=C1)[C@H]1CC[C@H](N1C(C1=CC=C(C=C1)C1=C(N=NC(=C1)OC)OC)=O)C(=O)O